N1=CC=CC=2C(=CC3=CC=CN=C3C12)N 1,10-phenanthrolin-5-amine